tert-butyl 4-{[(4'S)-3',3'-difluoro-[1,4'-bipiperidin]-4-yl]methyl}piperidine-1-carboxylate FC1(CNCC[C@@H]1N1CCC(CC1)CC1CCN(CC1)C(=O)OC(C)(C)C)F